dicyclohexyl-[2-propan-2-yloxy-6-[2,4,6-tri(propan-2-yl)phenyl]phenyl]phosphanium C1(CCCCC1)[PH+](C1=C(C=CC=C1C1=C(C=C(C=C1C(C)C)C(C)C)C(C)C)OC(C)C)C1CCCCC1